9-Chloro-4-{[2-(difluoromethyl)phenyl]methyl}-7-(5-fluoroindol-1-yl)-3,5-dihydro-2H-1,4-benzoxazepine ClC1=CC(=CC=2CN(CCOC21)CC2=C(C=CC=C2)C(F)F)N2C=CC1=CC(=CC=C21)F